NC(CC1=CNC2=CC=CC=C12)C 3-(2-aminopropyl)-1H-indole